allyl-[(R)-2,2'-bis(diphenylphosphino)-1,1'-binaphthyl] palladium (II) dichloride [Pd](Cl)Cl.C(C=C)C=1C(=C(C2=CC=CC=C2C1)C1=C(C=CC2=CC=CC=C12)P(C1=CC=CC=C1)C1=CC=CC=C1)P(C1=CC=CC=C1)C1=CC=CC=C1